(7S)-4-[(1R)-1-phenylethyl]-7-[4-(trifluoromethoxy)phenyl]-1,4-oxazepan-3-one C1(=CC=CC=C1)[C@@H](C)N1C(CO[C@@H](CC1)C1=CC=C(C=C1)OC(F)(F)F)=O